BrC=1C=C2C(=NN(C2=CC1)C1CCN(CC1)C1CCN(CC1)C(=O)OC(C)(C)C)C tert-butyl 4-(5-bromo-3-methyl-1H-indazol-1-yl)-[1,4'-bipiperidine]-1'-carboxylate